4-amino-3-((3,4-dimethylphenyl)amino)benzonitrile NC1=C(C=C(C#N)C=C1)NC1=CC(=C(C=C1)C)C